FC=1C=C(C=NC1)C(C(N[C@@H](C)C1=CC=CC=C1)=O)N(C(=O)[C@@H]1N(C[C@](C1)(C)O)C(=O)OC(C)(C)C)C1=CC=C(C=C1)S(F)(F)(F)(F)F tert-butyl (2R,4R)-2-[[1-(5-fluoro-3-pyridyl)-2-oxo-2-[[(1S)-1-phenylethyl] amino]ethyl]-[4-(pentafluoro-λ6-sulfanyl)phenyl]carbamoyl]-4-hydroxy-4-methyl-pyrrolidine-1-carboxylate